FC1=CC=C(C=C1)C1=NN2C(NC=CC2=O)=C1 2-(4-fluorophenyl)-4H-pyrazolo[1,5-a]Pyrimidin-7-one